O[C@@H]1[C@H]([C@@H](O[C@@H]([C@H]1O)NC=1C2=C(N=CN1)C=C(N2)C)C)NC(=O)[C@@H]2NCC[C@@H]2O (2R,3S)-N-[(2S,3R,4R,5S,6S)-4,5-dihydroxy-2-methyl-6-[(6-methyl-5H-pyrrolo[3,2-d]pyrimidin-4-yl)amino]tetrahydropyran-3-yl]-3-hydroxy-pyrrolidine-2-carboxamide